pyrroloquinolinequinone disodium salt trihydrate O.O.O.[Na].[Na].N1C(C(C=C2C=CC=3C(=C12)C=CN3)=O)=O